C(C)(=O)OC1=CC=C(C=C1)[C@@H]1[C@H](C(N1C1=CC=C(C=C1)OC)=O)CC[C@@H](C1=CC=CC=C1)O 4(S)-[4-(acetoxy)phenyl]-3(R)-(3(S)-hydroxy-3-phenylpropyl)-1-(4-methoxyphenyl)-2-azetidinone